C(=O)C=1C=NC(=NC1)N1CCC2(CCC(CO2)C(=O)OC)CC1 Methyl 9-(5-Formylpyrimidin-2-Yl)-1-Oxa-9-Azaspiro[5.5]Undecane-3-Carboxylate